C1(CC1)C1=C(C=C(C(=C1)I)C)N(C(C#CC)=O)C1=CC=C2C(=N1)N=C(N2)C2OCC2 N-(2-cyclopropyl-4-iodo-5-methylphenyl)-N-[2-(oxetan-2-yl)-1H-imidazo[4,5-b]pyridin-5-yl]but-2-ynamide